cyclopropyl (4-methylphenyl) ketone CC1=CC=C(C=C1)C(=O)C1CC1